FC1=C(C(=CC(=C1)C=1C=NN(C1)C1=CC=C(C=C1)N1CCCC1)/C=N/N1CCN(CC1)C)O (E)-2-fluoro-6-(((4-methylpiperazin-1-yl)imino)methyl)-4-(1-(4-(pyrrolidin-1-yl)phenyl)-1H-pyrazol-4-yl)phenol